15,16-dioxapentacyclo[10.2.1.15,8.02,11.04,9]hexadeca-6,13-diene C12C3CC4C5C=CC(C4CC3C(C=C1)O2)O5